cumyl-α-pinene dithiobenzoate C(C1=CC=CC=C1)(=S)S.C(C)(C)(C1=CC=CC=C1)C12C(=CCC(C1(C)C)C2)C